[4-(2-cyano-5-formyl-4-methyl-1H-indol-1-yl)butyl]piperazine Carboxyl-itaconate C(=O)(O)OC(C(=C)CC(=O)O)=O.C(#N)C=1N(C2=CC=C(C(=C2C1)C)C=O)CCCCN1CCNCC1